3'-bromo-2-chloro-5-methoxy-3-fluoro-2'-methyl-[1,1'-biphenyl]-4-Formaldehyde BrC=1C(=C(C=CC1)C1=C(C(=C(C(=C1)OC)C=O)F)Cl)C